(S,E)-3-((3-(3-(2-(4-(Dimethylamino)-N-methylbut-2-enamido)propanamido)propoxy)-5-fluorophenyl)amino)-6-ethyl-5-((tetrahydro-2H-pyran-4-yl)amino)pyrazine-2-carboxamide CN(C/C=C/C(=O)N(C)[C@H](C(=O)NCCCOC=1C=C(C=C(C1)F)NC=1C(=NC(=C(N1)NC1CCOCC1)CC)C(=O)N)C)C